C1(CC1)CN(C(OC(C)(C)C)=O)[C@H]1CN(CCC1)C1=CC(N(C=C1)C(C)N1C=NC(=C1)C1=NC(=CN=C1)N1CCCC1)=O tert-butyl (cyclopropylmethyl)((3R)-1-(2-oxo-1-(1-(4-(6-(pyrrolidin-1-yl)pyrazin-2-yl)-1H-imidazol-1-yl) ethyl)-1,2-dihydropyridin-4-yl)piperidin-3-yl)carbamate